OC=1C=C2CCCNC2=CC1 6-hydroxy-1,2,3,4-tetrahydroquinoline